N-(4-fluoro-3-methylphenyl)-1,2,4-trimethyl-5-(2-oxo-2-(pyridin-3-ylamino)acetyl)-1H-pyrrole-3-carboxamide FC1=C(C=C(C=C1)NC(=O)C1=C(N(C(=C1C)C(C(NC=1C=NC=CC1)=O)=O)C)C)C